ClC1=NC=CC(=C1N[C@@H]1[C@H]([C@H]([C@@]2(CO[C@H]1O2)CO)O)O)C(F)(F)F (1S,2R,3R,4R,5S)-4-[[2-chloro-4-(trifluoromethyl)-3-pyridyl]amino]-1-(hydroxymethyl)-6,8-dioxabicyclo[3.2.1]octane-2,3-diol